The molecule is a dihydroxybenzoate that is the conjugate base of 3,5-dimethylorsellinic acid, obtained by deprotonation of the carboxy group; major species at pH 7.3. It is a conjugate base of a 3,5-dimethylorsellinic acid. CC1=C(C(=C(C(=C1C(=O)O)O)C)[O-])C